2-{5-[(1S)-1-aminoethyl]-1H-1,2,4-triazol-1-yl}-N-cyclopropyl-N-methyl-1,3-thiazole-5-carboxamide N[C@@H](C)C1=NC=NN1C=1SC(=CN1)C(=O)N(C)C1CC1